4-(2-Ethylbutyl)-N-(3-(4-fluorophenoxy)-5-(4-(methylcarbamoyl)phenoxy)phenyl)piperazine-1-carboxamide C(C)C(CN1CCN(CC1)C(=O)NC1=CC(=CC(=C1)OC1=CC=C(C=C1)C(NC)=O)OC1=CC=C(C=C1)F)CC